O1C(CC1)CNC=1NC(=CN1)C(=O)OCC Ethyl 2-((oxetan-2-ylmethyl) amino)-1H-imidazole-5-carboxylate